C(C)(C)C=1C(=CC(NN1)=O)OC 6-isopropyl-5-methoxypyridazin-3(2H)-one